Cl.CN1N=C(C2=CC=C(C=C12)N1CCNCC1)N1C(NC(CC1)=O)=O 1-(1-methyl-6-(piperazin-1-yl)-1H-indazol-3-yl)dihydropyrimidine-2,4(1H,3H)-dione hydrochloride